[Si](C)(C)(C(C)(C)C)OC[C@H]1N(C[C@H](C1(F)F)N(CC1=CC=C(C=C1)OC)S(=O)(=O)CC)C(=O)OC(C)(C)C tert-Butyl (2R,4R)-2-({[tert-butyl(dimethyl)silyl]oxy}methyl)-4-{(ethanesulfonyl)[(4-methoxyphenyl)methyl]amino}-3,3-difluoropyrrolidine-1-carboxylate